N-(2-((4-(3-bromophenyl)thiazol-2-yl)amino)-2-oxoethyl)-1-(methylsulfonyl)-1H-pyrrole-3-carboxamide BrC=1C=C(C=CC1)C=1N=C(SC1)NC(CNC(=O)C1=CN(C=C1)S(=O)(=O)C)=O